ClC1=CC=C(C=N1)C(=O)NC1(CCC1)C1=NC=C(C=C1)NC(=O)C1=CC(=CC(=C1)F)F 6-chloro-N-(1-{5-[(3,5-difluorobenzene-1-carbonyl)amino]pyridin-2-yl}cyclobutyl)pyridine-3-carboxamide